N1,N1-Didodecylpropane-1,3-diamine C(CCCCCCCCCCC)N(CCCN)CCCCCCCCCCCC